2-chloro-N-(quinoxalin-6-yl)acetamide tert-butyl-(2S,4S)-4-((5-bromo-1-methyl-1H-pyrazol-4-yl)oxy)-2-methylpyrrolidine-1-carboxylate C(C)(C)(C)OC(=O)N1[C@H](C[C@@H](C1)OC=1C=NN(C1Br)C)C.ClCC(=O)NC=1C=C2N=CC=NC2=CC1